FC=1C=C(C=CC1)[C@@H]1N(CCC1)C=1C=CC=2N(N1)C(=CN2)C2=CC=CC(=N2)N2CCN(CC2)CCCNC2=CC1=C(N(C=N1)C1C(NC(CC1)=O)=O)C=C2 3-(5-((3-(4-(6-(6-((R)-2-(3-fluorophenyl)pyrrolidin-1-yl)imidazo[1,2-b]pyridazin-3-yl)pyridin-2-yl)piperazin-1-yl)propyl)amino)-1H-benzo[d]imidazol-1-yl)piperidine-2,6-dione